sodium α-sulfosuccinate S(=O)(=O)(O)C(C(=O)[O-])CC(=O)[O-].[Na+].[Na+]